(Z)-(4-Chlorophenyl) (7a-methyl-5-oxo-3a,4,5,7a-tetrahydrobenzofuran-3(2H)-ylethylene) methyl acetate C(C)(=O)OC.ClC1=CC=C(C=C1)C(=C)C1COC2(C1CC(C=C2)=O)C